(S)-3-({5-trifluoromethyl-4-[(3-fluorobenzyl)amino]pyrimidin-2-yl}amino)-N-(piperidin-3-yl)benzamide FC(C=1C(=NC(=NC1)NC=1C=C(C(=O)N[C@@H]2CNCCC2)C=CC1)NCC1=CC(=CC=C1)F)(F)F